C(C)C=1C=CC=C2C=CC=C(C12)N1CC=2N=C(N=C(C2CC1)N1CC(CC1)C1=C(C=NN1)N)OCC12CCCN2CCC1 5-(1-(7-(8-ethylnaphthalen-1-yl)-2-((hexahydro-1H-pyrrolizin-7a-yl)methoxy)-5,6,7,8-tetrahydropyrido[3,4-d]pyrimidin-4-yl)pyrrolidin-3-yl)-1H-pyrazol-4-amine